CC1=NC=C(C(=O)O)C=C1 6-methylnicotinic acid